(S)-3-(3-furyl)-3-methyl-1-(2,4,6-trimethylphenyl)-2-pyrrolidone O1C=C(C=C1)[C@]1(C(N(CC1)C1=C(C=C(C=C1C)C)C)=O)C